butyl (6-fluoro-3-methyl-1-oxoisoindolin-5-yl)carbamate FC1=C(C=C2C(NC(C2=C1)=O)C)NC(OCCCC)=O